tert-butyl (2S,4R)-4-(5-(3-cyanophenyl)-1,3,4-oxadiazole-2-carboxamido)-2-(methoxymethyl)pyrrolidine-1-carboxylate C(#N)C=1C=C(C=CC1)C1=NN=C(O1)C(=O)N[C@@H]1C[C@H](N(C1)C(=O)OC(C)(C)C)COC